tert-Butyl 3-(4-(cyclopropylcarbamoyl)-7-(thiazol-2-yl)benzo[d]oxazol-2-yl)-3,6-diazabicyclo[3.1.1]heptane-6-carboxylate C1(CC1)NC(=O)C1=CC=C(C2=C1N=C(O2)N2CC1N(C(C2)C1)C(=O)OC(C)(C)C)C=1SC=CN1